((1H-pyrazol-1-yl)methyl)-6,7,8,9-tetrahydronaphtho[1,2-d]isoxazol-1-amine N1(N=CC=C1)CC1=CC=2CCCCC2C=2C(=NOC21)N